8-n-propoxycarbonyl-tetracyclo[4.4.0.12,5.17,10]-3-dodecene C(CC)OC(=O)C1C2C3C4C=CC(C3C(C1)C2)C4